The molecule is a trihydroxyflavanone that consists of 3'-methoxyflavanone in which the three hydroxy substituents are located at positions 4', 5, and 7. It has a role as a metabolite and a flavouring agent. It is a monomethoxyflavanone, a trihydroxyflavanone, a member of 3'-methoxyflavanones and a member of 4'-hydroxyflavanones. It derives from an eriodictyol. COC1=C(C=CC(=C1)[C@@H]2CC(=O)C3=C(C=C(C=C3O2)O)O)O